O=C1N(C(C=C1)=O)C(=O)S(=O)F 2,5-dioxo-2,5-dihydro-1H-pyrrole-1-carbonyl-sulfanoyl fluoride